N-(1-(3-chloro-5-(trifluoromethyl)pyridin-2-yl)azetidin-3-yl)-2-(trifluoromethyl)nicotinamide Ethyl-(S)-4-((1-ethoxy-1-oxopropan-2-yl)amino)butanoate C(C)OC(CCCN[C@H](C(=O)OCC)C)=O.ClC=1C(=NC=C(C1)C(F)(F)F)N1CC(C1)NC(C1=C(N=CC=C1)C(F)(F)F)=O